COC1=CC=C(C=C1)C=1C(=NOC1C1=C(C=C(C=C1)O)O)C(F)(F)F 4-[4-(4-methoxyphenyl)-3-(trifluoromethyl)-1,2-oxazol-5-yl]benzene-1,3-diol